6-(benzyloxy)-3-fluoro-2-hydroxybenzaldehyde C(C1=CC=CC=C1)OC1=CC=C(C(=C1C=O)O)F